methyl (7S)-7-methyl-3-(2-{[2-(2-oxoimidazolidin-1-yl)ethyl]amino}ethyl)-2-[2-(1H-pyrazol-1-yl)ethyl]-3H,6H,7H,8H,9H-imidazo[4,5-f]quinoline-6-carboxylate C[C@@H]1N(C2=CC=C3C(=C2CC1)N=C(N3CCNCCN3C(NCC3)=O)CCN3N=CC=C3)C(=O)OC